OC=1C(=C(C(=CC1)C)N1C=NC2=C(C1=O)C=C(N2)C2=CC=C(C=C2)C)C 3-(3-Hydroxy-2,6-dimethylphenyl)-6-(p-tolyl)-3,7-dihydro-4H-pyrrolo[2,3-d]pyrimidin-4-one